C1(CC1)N1C(=NC(=C1)C(F)(F)F)C1=CC=C(C=C1)CN1C(C(=CC2=C1N=C(N=C2)C=2C(=NC=NC2OC)C2CC2)C=2C=NN(C2)C2CCNCC2)=O 8-({4-[1-cyclopropyl-4-(trifluoromethyl)imidazol-2-yl]phenyl}methyl)-2-(4-cyclopropyl-6-methoxypyrimidin-5-yl)-6-[1-(piperidin-4-yl)pyrazol-4-yl]pyrido[2,3-d]pyrimidin-7-one